BrC=1C=C2C(C(=C(OC2=CC1)C)CC)=O 6-bromo-3-ethyl-2-methyl-4H-chromen-4-one